O([C@H]1[C@H](O)[C@@H](O)[C@H](O)[C@H](O1)C(=O)O)C1=CC=C(C=C1)CCO 4-(2-hydroxyethyl)phenyl beta-D-glucopyranosiduronic acid